[F-].C(CCCCCCCCCCC)[N+]1=C(C=CC=C1)CCCC 1-dodecyl-2-butylpyridinium fluoride